NCC1CC2(C1)OC(N(C2)[C@@H](C)C=2C=CC=C1C(=C(NC21)C(=O)O)C=2C=NNC2)=O 7-((S)-1-((2S,4r)-2-(aminomethyl)-6-oxo-5-oxa-7-azaspiro[3.4]octan-7-yl)ethyl)-3-(1H-pyrazol-4-yl)-1H-indole-2-carboxylic acid